(2R,3R,5R)-5-(4-amino-2-oxopyrimidin-1(2H)-yl)-4,4-difluoro-2-(hydroxymethyl)tetrahydrofuran-3-yl tert-butyl carbonate C(O[C@@H]1[C@H](O[C@H](C1(F)F)N1C(N=C(C=C1)N)=O)CO)(OC(C)(C)C)=O